C1(CC(CC(C1)N)N)N 1,3,5-cyclohexanetriamine